FC=1C=C2/C(/C(NC2=CC1)=O)=C/C1=C(C(=C(N1)C)C(=O)NCCNC(OC(C)(C)C)=O)C tert-Butyl (Z)-(2-(5-((5-fluoro-2-oxoindolin-3-ylidene)methyl)-2,4-dimethyl-1H-pyrrole-3-carboxamido)ethyl)carbamate